CCC(CC(=O)[O-])=O.CCC(CC(=O)[O-])=O.[Ti+2] titanium bis(methylacetoacetate)